N-(4-((3-chloro-2-fluorophenyl)amino)-5-phenylquinazolin-6-yl)-3-(1-methylpyrrolidin-2-yl)acrylamide ClC=1C(=C(C=CC1)NC1=NC=NC2=CC=C(C(=C12)C1=CC=CC=C1)NC(C=CC1N(CCC1)C)=O)F